NCC1C2=C(S(C1)(=O)=O)C=CC(=C2)CC(=O)NC2=C(C=1CN(C(CC1S2)(C)C)CC2CCCCC2)C#N 2-(3-(aminomethyl)-1,1-dioxido-2,3-dihydrobenzo[b]thiophen-5-yl)-N-(3-cyano-5-(cyclohexylmethyl)-6,6-dimethyl-4,5,6,7-tetrahydrothieno[3,2-c]pyridin-2-yl)acetamide